CC=1C(=C(C=C(C1)C(F)(F)F)O)C=1N=NC(=CC1)N[C@@H]1[C@@H]2CC[C@H](CC1)N2C 3-Methyl-2-(6-(((1S,2S,5S)-8-methyl-8-azabicyclo[3.2.1]octan-2-yl)amino)pyridazin-3-yl)-5-(trifluoromethyl)phenol